C(C)(=O)O.CCCCCCCCC=CCC=CCC=CCC 9,12,15-octadecatriene acetate